N-(5-chloro-2-(1-hydroxycyclobutyl)phenyl)acetamide Tert-butyl-(S)-(1-cyclohexyl-2-(4-(3,3-difluoroazetidin-1-yl)piperidin-1-yl)-2-oxoethyl)carbamate C(C)(C)(C)N(C(O)=O)[C@H](C(=O)N1CCC(CC1)N1CC(C1)(F)F)C1CCCCC1.ClC=1C=CC(=C(C1)NC(C)=O)C1(CCC1)O